C(C(=C)C)(=O)OC(CC1=CC=CC=C1)CCC1=CC=CC=C1 1,4-diphenylbutan-2-yl methacrylate